FC1=CC=C(C=C1)C(C)N1N=CC(=C1)C1=CN=C(C(=N1)C1=CC=2N(C=C1)N=C(N2)N)OC 7-(6-(1-(1-(4-fluorophenyl)ethyl)-1H-pyrazol-4-yl)-3-methoxypyrazin-2-yl)-[1,2,4]triazolo[1,5-a]pyridin-2-amine